S1C=NC(=C1)C(=O)OC1CN(C1)C=1N=C(C2=C(N1)CC[S+]2[O-])NC2CCN(CC2)C(C)=O [1-[4-[(1-acetyl-4-piperidyl)-amino]-5-oxido-6,7-dihydrothieno[3,2-d]pyrimidin-5-ium-2-yl]azetidin-3-yl] thiazole-4-carboxylate